C(C)N1C[C@H]2[C@H](OCCN2C2=CC(=C(N=N2)C2=C(C=C(C=C2)F)O)C)CC1 2-[6-[(4aS,8aR)-6-ethyl-3,4a,5,7,8,8a-hexahydro-2H-pyrido[4,3-b][1,4]oxazin-4-yl]-4-methyl-pyridazin-3-yl]-5-fluoro-phenol